BrC1=C(C=C(C=C1)C#CC1=CN(C=2N=CN=C(C21)C)[C@H]2[C@@]1(CCO1)[C@@H]([C@H](O2)CO)O)F (4R,5R,7R,8R)-5-(5-((4-bromo-3-fluorophenyl)ethynyl)-4-methyl-7H-pyrrolo[2,3-d]pyrimidin-7-yl)-7-(hydroxymethyl)-1,6-dioxaspiro[3.4]octane-8-ol